N=1C=NN2C1C=CC=C2.[Br] bromine [1,2,4]Triazolo[1,5-A]Pyridine